5-isobutoxy-2-methylbenzofuran-3-carboxylic acid ethyl ester C(C)OC(=O)C1=C(OC2=C1C=C(C=C2)OCC(C)C)C